C(C)(C)(C)OC(=O)N1C2=CC=CC=C2CC12CNCC2 spiro[indoline-2,3'-pyrrolidine]-1-carboxylic acid tert-butyl ester